Tert-butyl (S)-5-chloro-8-((1-methyl-1H-1,2,3-triazol-4-yl) methoxy)-1-((2-oxopyrrolidin-1-yl) methyl)-3,4-dihydroisoquinoline-2(1H)-carboxylate ClC1=C2CCN([C@@H](C2=C(C=C1)OCC=1N=NN(C1)C)CN1C(CCC1)=O)C(=O)OC(C)(C)C